CC1=C(C(=O)P(OCC)(=O)C2=CC=CC=C2)C=C(C(=C1)C)C ethyl (2,4,5-trimethylbenzoyl)phenylphosphinate